ClC1=NN=C(C2=C1CCC2C([2H])([2H])[2H])Cl 1,4-dichloro-5-(methyl-d3)-6,7-dihydro-5H-cyclopenta[d]pyridazine